CC1N(CC(CCC1)C)C(CCCCCCCCCC=CC)=O 1-(2,6-dimethylazepan-1-yl)tridec-11-en-1-one